COC(C1=CC(=C(C=C1)N1C(C(=C(C=C1C)OCC1=C(C=C(C=C1)F)F)Br)=O)C)=O 4-[3-bromo-4-[(2,4-difluorobenzyl)oxy]-6-methyl-2-oxopyridin-1(2H)-yl]-3-methylbenzoic acid methyl ester